2-(trifluoromethyl)phenylpyridin-2-one methyl-10-oxo-13-[2-(trifluoromethyl)phenyl]-7-thia-9,12-diazatricyclo[6.5.0.02,6]trideca-1(8),2(6),12-triene-4-carboxylate COC(=O)C1CC=2C=3C(=NCC(NC3SC2C1)=O)C1=C(C=CC=C1)C(F)(F)F.FC(C1=C(C=CC=C1)C=1C(NC=CC1)=O)(F)F